The molecule is zwitterionic form of L-threonine arising from transfer of a proton from the carboxy to the amino group; major species at pH 7.3. It is a tautomer of a L-threonine. C[C@H]([C@@H](C(=O)[O-])[NH3+])O